(R/S)-2-methyl-N-((R)-1-(3-nitro-5-(trifluoromethyl)phenyl)ethyl)propane-2-sulfinamide CC(C)(C)[S@@](=O)N[C@H](C)C1=CC(=CC(=C1)C(F)(F)F)[N+](=O)[O-] |&1:4|